C(C1=CC=CC=C1)N([C@@H](C)C(=O)[O-])P(=O)(OC1=C(C(=CC(=C1)CCCCC)O)[C@H]1[C@@H](CCC(=C1)C)C(=C)C)C(=O)OCC benzyl((ethoxycarbonyl)(((1'R,2'R)-6-hydroxy-5'-methyl-4-pentyl-2'-(prop-1-en-2-yl)-1',2',3',4'-tetrahydro-[1,1'-biphenyl]-2-yl)oxy)phosphoryl)-L-alaninate